S(=O)(=O)([O-])[O-].OCCC[P+](C1=CC=CC=C1)(C)C.OCCC[P+](C)(C)C1=CC=CC=C1 (3-hydroxy-n-propyl)dimethylphenylphosphonium sulfate